6-(6-(((1S,2S,3R,5R)-2-fluoro-9-azabicyclo[3.3.1]nonan-3-yl)(methyl)amino)pyridazin-3-yl)quinolin-7-ol F[C@H]1[C@@H]2CCC[C@H](C[C@H]1N(C1=CC=C(N=N1)C=1C=C3C=CC=NC3=CC1O)C)N2